6-(1-(1-ethoxyethyl)-1H-pyrazol-4-yl)-5-(trifluoromethyl)-[1,2,4]triazolo[1,5-a]pyridin-2-amine C(C)OC(C)N1N=CC(=C1)C=1C=CC=2N(C1C(F)(F)F)N=C(N2)N